3,5-difluoro-4-[[4-(2-furanylmethyl)-5-(2-pyridinyl)-1,2,4-triazol-3-yl]mercapto]benzohydroxamic acid FC=1C=C(C(=O)NO)C=C(C1SC1=NN=C(N1CC=1OC=CC1)C1=NC=CC=C1)F